FC(C(=O)O)(F)F.COCC1CNCCOC1 6-(methoxymethyl)-1,4-oxazepane trifluoroacetate